1-carbamoyl-6-azaspiro[2.5]Octane-6-carboxylic acid tert-butyl ester C(C)(C)(C)OC(=O)N1CCC2(CC2C(N)=O)CC1